8-chloro-1-cyano-3-(5-(difluoromethyl)-1,3,4-thiadiazol-2-yl)-N-(1-methylcyclopropyl)imidazo[1,5-a]pyridine-6-sulfonamide ClC=1C=2N(C=C(C1)S(=O)(=O)NC1(CC1)C)C(=NC2C#N)C=2SC(=NN2)C(F)F